NC([C@H](C[C@H]1C(NCC1)=O)NC(=O)[C@H](CC(C)C)NC(=O)C=1NC=2C(=NC=CC2)N1)=O N-[(1S)-1-[[(1S)-2-amino-2-oxo-1-[[(3S)-2-oxopyrrolidin-3-yl]methyl]ethyl]carbamoyl]-3-methyl-butyl]-1H-imidazo[4,5-b]pyridine-2-carboxamide